(R)-3-(N-(5-cyano-2-(3-fluoropiperidin-1-yl)phenyl)sulfamoyl)-4-cyclopropylbenzoic acid C(#N)C=1C=CC(=C(C1)NS(=O)(=O)C=1C=C(C(=O)O)C=CC1C1CC1)N1C[C@@H](CCC1)F